5-[4-amino-5-(trifluoromethyl)pyrrolo[2,1-f][1,2,4]triazin-7-yl]-N-[(3R,4S)-1-(3,4-difluorobenzoyl)-4-fluoropyrrolidin-3-yl]-2-methoxypyridine-3-carboxamide NC1=NC=NN2C1=C(C=C2C=2C=C(C(=NC2)OC)C(=O)N[C@@H]2CN(C[C@@H]2F)C(C2=CC(=C(C=C2)F)F)=O)C(F)(F)F